di-inosine monophosphate P(=O)(O)(O)O.[C@@H]1([C@H](O)[C@H](O)[C@@H](CO)O1)N1C=NC=2C(O)=NC=NC12.[C@@H]1([C@H](O)[C@H](O)[C@@H](CO)O1)N1C=NC=2C(O)=NC=NC12